C1(CCCC1)SC=1N(C(=C(N1)/C=C/C(=O)OC)CO)C=1C=NC=CC1 Methyl (E)-3-(2-(cyclopentylthio)-5-(hydroxymethyl)-1-(pyridin-3-yl)-1H-imidazol-4-yl)acrylate